C(CO)(=O)OO Peroxyglycolic acid